4-(((2,4-diaminopteridin-6-yl)methyl)amino)-2-fluorobenzoic acid NC1=NC2=NC=C(N=C2C(=N1)N)CNC1=CC(=C(C(=O)O)C=C1)F